methyl 4-((4-((4-((benzyloxy)carbonyl)phenyl)carbamoyl)piperazin-1-yl)methyl)-2-cyclopropyl-5-ethoxybenzoate C(C1=CC=CC=C1)OC(=O)C1=CC=C(C=C1)NC(=O)N1CCN(CC1)CC1=CC(=C(C(=O)OC)C=C1OCC)C1CC1